C1OCC=2C=NC=3C=CC(=CC3C21)C(=O)N 1,3-dihydrofurano[3,4-c]quinoline-8-carboxamide